4-((3-chloropyridin-4-yl)methyl)-1-((2-(trimethylsilyl)ethoxy)methyl)-1H-imidazole-2-carbaldehyde ClC=1C=NC=CC1CC=1N=C(N(C1)COCC[Si](C)(C)C)C=O